6-(7-(methoxymethyl)-8-methyl-[1,2,4]triazolo[4,3-b]pyridazin-6-yl)-3-(trifluoromethyl)-5,6,7,8-tetrahydro-1,6-naphthyridine COCC1=C(C=2N(N=C1N1CC=3C=C(C=NC3CC1)C(F)(F)F)C=NN2)C